1-methyl-1-octylpiperidinium bis(trifluoromethanesulfonyl)imide [N-](S(=O)(=O)C(F)(F)F)S(=O)(=O)C(F)(F)F.C[N+]1(CCCCC1)CCCCCCCC